1-(6-((1,1,1,3,3,3-hexafluoropropan-2-yl)oxy)-4-((2R,3S)-2-methyl-3-((methylsulfonyl)methyl)azetidin-1-yl)pyridin-2-yl)-6-(4-methoxypyridin-3-yl)-4-methyl-1H-pyrazolo[4,3-c]pyridine FC(C(C(F)(F)F)OC1=CC(=CC(=N1)N1N=CC=2C(=NC(=CC21)C=2C=NC=CC2OC)C)N2[C@@H]([C@H](C2)CS(=O)(=O)C)C)(F)F